CC=1C=NN(C1)C1=CC=C(C(=O)N2CCN(CC2)C2=NC3=CC=CC=C3C(N2)=O)C=C1 2-[4-[4-(4-Methylpyrazol-1-yl)benzoyl]piperazin-1-yl]-3H-quinazolin-4-one